FC1=C(C=CC=C1)S(=O)(=O)NCCO fluoro-N-(2-hydroxyethyl)benzenesulfonamide